CNC1=NC(=NC=C1C(=O)OCC)SC ethyl 4-(methylamino)-2-(methylsulfanyl)pyrimidine-5-carboxylate